C(C)(=O)C=1C=2N(C=C(C1)C1CC1)C=C(N2)CNC2=CC(=NC=C2)NC(=O)[C@@H]2[C@H](C2)C2=CC(=CC=C2)Cl (1S,2S)-N-(4-(((8-acetyl-6-cyclopropylimidazo[1,2-a]pyridin-2-yl)methyl)amino)pyridin-2-yl)-2-(3-chlorophenyl)cyclopropane-1-carboxamide